NC1=NC=CC2=CC=C(C=C12)C=1C=C2C(CC3(C2=CC1)CCCCC3)OC3=C(C(=CC=C3)C)CC(=O)O 2-(2-((5'-(1-aminoisoquinolin-7-yl)-2',3'-dihydrospiro[cyclohexane-1,1'-indene]-3'-yl)oxy)-6-methylphenyl)acetic acid